5-hydroxy-3,4-dihydro-2-quinolinone OC1=C2CCC(NC2=CC=C1)=O